C(OCCOCCO[Si](C)(C)C(C)(C)C)(OC1=CC=C(C=C1)[N+](=O)[O-])=O 2-(2-(tert-butyldimethylsilyloxy)ethoxy)ethyl p-nitrophenyl carbonate